C(C1=CC=CC=C1)N(C1CC(C1)C(=O)OCC)CC1=CC=CC=C1 ethyl 3-(dibenzylamino)cyclobutanecarboxylate